alpha-ethyl fluoroacrylate FC(C(=O)OCC)=C